C(C)(C)(C)OC(=O)N[C@H]1[C@@H](CCCC1)N1C=C(C=C1)C(=O)OC methyl 1-((1r,2r)-2-((tert-butoxycarbonyl) amino) cyclohexyl)-1H-pyrrole-3-carboxylate